N1(C=NC=C1)[C@H](COC=1C=CC=C2C=C(N(C12)CC1CC1)CO)C (S)-(7-(2-(1H-imidazol-1-yl)propoxy)-1-(cyclopropylmethyl)-1H-indol-2-yl)methanol